2-[1-[(4-methylphenyl)methyl]-5-oxopyrrolidin-2-yl]-N-(2-pyridin-2-ylethyl)acetamid CC1=CC=C(C=C1)CN1C(CCC1=O)CC(=O)NCCC1=NC=CC=C1